ClC=1C=C(C=NC1)N1CCN(CC1)S(=O)(=O)C1=CC=C(C=C1)NC(C1=C(C=CC=C1)N(S(=O)(=O)C)C)=O N-(4-((4-(5-chloropyridin-3-yl)piperazin-1-yl)sulfonyl)phenyl)-2-(N-methylmethylsulfonamido)benzamide